C(C)(C)(C)C=1C=C(C=C(C1)C(C)(C)C)C1=CC=C(C=C1)N(C1=CC=2C(C3=CC=CC=C3C2C=C1)(C)C)C1=CC=C(C=C1)C1CCCCC1 N-[(3',5'-di-tert-butyl)-1,1'-biphenyl-4-yl]-N-(4-cyclohexylphenyl)-9,9-dimethyl-9H-fluorene-2-amine